6-Bromo-4-fluoro-2,3-dinitrophenol BrC1=CC(=C(C(=C1O)[N+](=O)[O-])[N+](=O)[O-])F